1,3-bis(trifluoroacetamido)propan-2-one FC(C(=O)NCC(CNC(C(F)(F)F)=O)=O)(F)F